O(C)C1=CC=NC=C1C#N 4-methoxyl-5-cyanopyridine